[N+](=O)([O-])C1=CN=C(S1)NC(=O)C1=C(C=C(C=C1)C(=O)O)C(=O)O 4-[(5-nitro-1,3-thiazol-2-yl)carbamoyl]benzene-1,3-dicarboxylic acid